CC1=NC(=NC(=C1)C(F)(F)F)S 4-methyl-6-trifluoromethyl-pyrimidine-2-thiol